ClC1=CC(=C(C=C1)C=1C=C2C(=NC1)NN=C2C(=O)C=2C(=C(C(=CC2)F)NS(=O)(=O)CCC)F)C N-(3-(5-(4-chloro-2-methylphenyl)-1H-pyrazolo[3,4-b]pyridine-3-carbonyl)-2,6-difluorophenyl)propane-1-sulfonamide